Ethyl (2R)-2-{[(1,2,3,5,6,7-hexahydro-s-indacen-4-yl)-carbamoyl]oxy}-3-(1H-pyrazol-1-yl)propanoate C1CCC2=C(C=3CCCC3C=C12)NC(=O)O[C@@H](C(=O)OCC)CN1N=CC=C1